ethyl 1-(5-chloro-2-fluoro-4-methoxyphenyl)-1H-1,2,3-triazole-4-carboxylate ClC=1C(=CC(=C(C1)N1N=NC(=C1)C(=O)OCC)F)OC